(S)-ethyl 2-(2-((5-(3-amino-2,3-dihydrobenzofuran-5-yl)-1-isopropyl-1H-indazol-3-yl)methoxy)phenyl)acetate N[C@@H]1COC2=C1C=C(C=C2)C=2C=C1C(=NN(C1=CC2)C(C)C)COC2=C(C=CC=C2)CC(=O)OCC